NC=1C=CC(=NC1OC)C(=O)NS(=O)(=O)C 5-amino-6-methoxy-N-(methylsulfonyl)pyridine-2-carboxamide